2-{3-[(3-ethoxy-1-methyl-1H-pyrazol-4-yl)amino]-1-methyl-1H-indazol-6-yl}propan-2-ol C(C)OC1=NN(C=C1NC1=NN(C2=CC(=CC=C12)C(C)(C)O)C)C